methyl (Z)-2-iodo-3-methoxyacrylate I\C(\C(=O)OC)=C/OC